5,11-dioxo-6,12-bis(n-butylcarbonyloxy)naphthonaphthalene O=C1C(=C2C=CC=CC2=C2C(C(=C3C=CC=CC3=C21)OC(=O)CCCC)=O)OC(=O)CCCC